C(#N)C1=CC(=C(C=C1)N1N=CC(=C1)CCNC(OC(C)(C)C)=O)OCC1=CC=CC=C1 tert-Butyl N-[2-[1-(4-cyano-2-phenylmethoxyphenyl)pyrazol-4-yl]ethyl]carbamate